FC1=C(C(=CC(=C1)OCOC)F)F 1,2,3-Trifluoro-5-(methoxymethoxy)benzene